(E)-2-methyl-N-((3-methylpyrazin-2-yl)methylene)propane-2-sulfinamide CC(C)(C)S(=O)/N=C/C1=NC=CN=C1C